FC1=C(CN2C(N(N=C2)C2=CC(=C(C=C2)OC2=C(N=C(S2)C(C)=NO)C)F)=O)C(=CC=C1)F 4-(2,6-difluorobenzyl)-2-(3-fluoro-4-((2-(1-(hydroxyimino)ethyl)-4-methylthiazol-5-yl)oxy)phenyl)-2,4-dihydro-3H-1,2,4-triazol-3-one